ClC1=C2C(=C(N=N1)N[C@H]1CN(CCC1)C)C(=NC=C2)C (R)-1-chloro-5-methyl-N-(1-methylpiperidin-3-yl)pyrido[3,4-d]pyridazin-4-amine